octadecyne CCCCCCCCCCCCCCCCC#C